2-(3-((dimethylamino)methylene)-4-oxopyrrolidin-1-yl)-N,N-dimethylpyrimidine-4-carboxamide CN(C)C=C1CN(CC1=O)C1=NC=CC(=N1)C(=O)N(C)C